2-(2,6-Dimethyl-4-(1-(5-oxo-4-(4-(trifluoromethoxy)phenyl)-4,5-dihydro-1H-1,2,4-triazol-1-yl)propyl)phenoxy)-2-methylpropionic acid ethyl ester C(C)OC(C(C)(C)OC1=C(C=C(C=C1C)C(CC)N1N=CN(C1=O)C1=CC=C(C=C1)OC(F)(F)F)C)=O